3-(2-amino-[1,2,4]triazolo[1,5-a]pyridin-7-yl)-N-(3-(3,4-difluorophenyl)-3-hydroxypropyl)-2-fluoro-6-methylbenzamide NC1=NN2C(C=C(C=C2)C=2C(=C(C(=O)NCCC(O)C3=CC(=C(C=C3)F)F)C(=CC2)C)F)=N1